[Si](C)(C)(C(C)(C)C)O[C@H](C)C1=C2N=C3C=CC=C(C3=NC2=CC=C1)C(=O)OCC=C Allyl (R)-6-(1-((tert-butyldimethylsilyl)oxy)ethyl)phenazine-1-carboxylate